3-((1-butyl-1H-tetrazol-5-yl)(4-(3,5-dichloropyridin-4-yl)piperazin-1-yl)methyl)phenol C(CCC)N1N=NN=C1C(C=1C=C(C=CC1)O)N1CCN(CC1)C1=C(C=NC=C1Cl)Cl